(Z)-9-(3,4-dimethylphenyl)-2-methyl-3-(methylimino)-2,3-dihydrobenzo[lmn]benzo[4,5]imidazo[2,1-b][3,8]phenanthroline-1,6-dione CC=1C=C(C=CC1C)C1=CC2=C(N=C3C=4C=5C=6C(C(N(\C(\C6C=CC5C(N32)=O)=N/C)C)=O)=CC4)C=C1